4,5-difluoro-2-(4-(((1s,3s)-3-hydroxy-3-methylcyclobutyl)amino)pyrido[3,4-d]pyridazin-1-yl)phenol FC1=CC(=C(C=C1F)O)C1=C2C(=C(N=N1)NC1CC(C1)(C)O)C=NC=C2